2-(1-ethyl-3-methyl-1H-pyrazole-5-carboxamido)-1-(4-pivalamidobutyl)-1H-benzo[d]imidazole-5-carboxAmide C(C)N1N=C(C=C1C(=O)NC1=NC2=C(N1CCCCNC(C(C)(C)C)=O)C=CC(=C2)C(=O)N)C